NC1=NC=CC2=CC(=CC=C12)CNC(C1=CN=C(C(=C1)Cl)OC1=CC=C(C=C1)N1CCNCC1)=O N-((1-aminoisoquinolin-6-yl)methyl)-5-chloro-6-(4-(piperazin-1-yl)phenoxy)nicotinamide